4-acetamido-2-((diethylamino)methyl)phenol C(C)(=O)NC1=CC(=C(C=C1)O)CN(CC)CC